4-[4-(4-{[1-(2,2-Dimethoxyethyl)azetidin-3-yl]methoxy}phenyl)piperidin-1-yl]-2-(trifluoromethyl)benzonitrile COC(CN1CC(C1)COC1=CC=C(C=C1)C1CCN(CC1)C1=CC(=C(C#N)C=C1)C(F)(F)F)OC